COC1=NC=C(C(=N1)OC)C1=CC=C2C(=NNC2=C1)NC1=CC=C(C=C1)N1CCN(CC1)CC 6-(2,4-dimethoxypyrimidin-5-yl)-N-(4-(4-ethylpiperazin-1-yl)phenyl)-1H-indazol-3-amine